FC=1C=C(CC=2C=C3C(=NNC3=CC2)NC(C2=C(C=C(C=C2)N2CCC(CC2)=O)NC2CCOCC2)=O)C=C(C1)F N-(5-(3,5-difluorobenzyl)-1H-indazol-3-yl)-4-(4-oxopiperidin-1-yl)-2-((tetrahydro-2H-pyran-4-yl)amino)benzamide